N-(4-(4-amino-7-cyano-1-methyl-3-(4-((4-methylpyrimidin-2-yl)oxy)phenyl)-1H-pyrrolo[3,2-c]pyridin-2-yl)-3-chlorophenyl)methacrylamide NC1=NC=C(C2=C1C(=C(N2C)C2=C(C=C(C=C2)NC(C(=C)C)=O)Cl)C2=CC=C(C=C2)OC2=NC=CC(=N2)C)C#N